N[C@H](CCCOC1=CC=C(C(=C1CN1C2=NC=NC(=C2N=C1)N)Cl)Cl)C=1OC=NN1 (R)-9-(6-(4-amino-4-(1,3,4-oxadiazol-2-yl)butoxy)-2,3-dichlorobenzyl)-9H-purin-6-amine